(S)-3-(2-amino-3,5-difluorophenoxy)-2-((tert-butoxycarbonyl)amino)propionic acid NC1=C(OC[C@@H](C(=O)O)NC(=O)OC(C)(C)C)C=C(C=C1F)F